N[C@]1(CN(CCC1)C=1C=NC(=CC1CN1C2=NC=NC(=C2N=C1)N)C1=CC(=CC=C1)F)CC(=O)N(C)C (S)-2-(3-amino-1-(4-((6-amino-9H-purin-9-yl)methyl)-6-(3-fluorophenyl)pyridin-3-yl)piperidin-3-yl)-N,N-dimethylacetamide